O1C2=C(OCC1)C=C(C=C2)C(=O)NC=2C=CC(=C(C2)NC(=O)C=2C=C1CCC(NC1=CC2)CN(C(OC(C)(C)C)=O)C)C tert-butyl ((6-((5-(2,3-dihydrobenzo[b][1,4]dioxine-6-carboxamido)-2-methylphenyl)carbamoyl)-1,2,3,4-tetrahydroquinolin-2-yl)methyl)(methyl)carbamate